(S)-pipecolic acid methyl ester COC([C@H]1NCCCC1)=O